CC1=CC=C(C=C1)CCS(=O)(=O)NC 2-(4-methylphenyl)-methylaminosulfonyl-ethane